rac-(1S,2S,3R,5R)-3-azido-2-fluoro-9-azabicyclo[3.3.1]nonane-9-carboxylic acid tert-butyl ester C(C)(C)(C)OC(=O)N1[C@@H]2[C@@H]([C@@H](C[C@H]1CCC2)N=[N+]=[N-])F |r|